C(C)(C)(C)C1=C(C=CC=C1)OCC1(CC1)O 1-(((Tert-butyl-phenyl)oxy)methyl)cyclopropan-1-ol